(1R,3S,5R)-2-(2-(4-amino-8-methyl-6-(trifluoromethyl)-9H-pyrimido[4,5-b]indol-9-yl)acetyl)-N-(6-bromopyridin-2-yl)-2-azabicyclo[3.1.0]hexane-3-carboxamide NC1=NC=NC=2N(C3=C(C=C(C=C3C21)C(F)(F)F)C)CC(=O)N2[C@@H]1C[C@@H]1C[C@H]2C(=O)NC2=NC(=CC=C2)Br